C(C)(=O)NCCOC1=CC=C(C=C1)C=1N=NNC1 4-(4-(2-acetamidoethoxy)phenyl)-1H-1,2,3-triazole